O(S(=O)(=O)C(F)(F)F)C1=CC=CC=CN1 Azepin-7-yl triflate